C(C)NC1=NC(=C(C(=N1)O)CCCCC(=O)O)C 5-(2-(ethylamino)-4-hydroxy-6-methylpyrimidin-5-yl)pentanoic acid